N-(4-chloro-3-cyano-1H-indol-7-yl)-1-[(1R,2R)-2-hydroxy-1-methylpropyl]pyrazole-4-sulfonamide ClC1=C2C(=CNC2=C(C=C1)NS(=O)(=O)C=1C=NN(C1)[C@@H]([C@@H](C)O)C)C#N